4-amino-2-(ethoxymethyl)-1H-imidazo[4,5-c]quinolin NC1=NC=2C=CC=CC2C2=C1N=C(N2)COCC